3-(((((2R,3S,4R,5S)-5-(4-aminopyrrolo[2,1-f][1,2,4]triazin-7-yl)-2-cyano-3,4-dihydroxytetrahydrofuran-2-yl)methoxy)(hydroxy)phosphoryl)oxy)propane-1,2-diyl dipalmitate C(CCCCCCCCCCCCCCC)(=O)OCC(COP(=O)(O)OC[C@]1(O[C@H]([C@@H]([C@@H]1O)O)C1=CC=C2C(=NC=NN21)N)C#N)OC(CCCCCCCCCCCCCCC)=O